FC=1C=CC(=NC1)C(OC1=CC(N(C=C1)C=1C=CC=2C3=C(N(C2C1)C)C(CNC3)([2H])[2H])=O)([2H])[2H] 4-((5-fluoropyridin-2-yl)methoxy-d2)-1-(5-methyl-2,3,4,5-tetrahydro-1H-pyrido[4,3-b]indol-7-yl-4,4-d2)pyridin-2(1H)-one